3-(2-(2-chloro-5-cyanophenyl)-5,7-difluoro-4-oxo-1,4-dihydroquinolin-6-yl)-2,6-difluoro-N,N-dimethylbenzamide ClC1=C(C=C(C=C1)C#N)C=1NC2=CC(=C(C(=C2C(C1)=O)F)C=1C(=C(C(=O)N(C)C)C(=CC1)F)F)F